quinoline-2,7-diol N1=C(C=CC2=CC=C(C=C12)O)O